4-propyl-1,2,3-butanetriol C(CC)CC(C(CO)O)O